[5-[(1R)-1-(3,5-dichloro-4-pyridinyl)ethoxy]-6-methoxy-1-tetrahydropyran-2-yl-indazol-3-yl]-2-fluoro-pyridine-3-carbonitrile ClC=1C=NC=C(C1[C@@H](C)OC=1C=C2C(=NN(C2=CC1OC)C1OCCCC1)C1=C(C(=NC=C1)F)C#N)Cl